(S)-N-(5-(4-((1-(5-(3,5-difluorophenyl)-4,5-dihydro-1H-pyrazole-1-carbonyl)azetidin-3-yl)oxy)-5-fluoropyridin-2-yl)-1-methyl-1H-pyrazol-4-yl)-2-methoxyacetamide FC=1C=C(C=C(C1)F)[C@@H]1CC=NN1C(=O)N1CC(C1)OC1=CC(=NC=C1F)C1=C(C=NN1C)NC(COC)=O